C(C)(C)NC(CC[C@@H]1[C@H](OC(C)=O)[C@@H](OC(C)=O)[C@H](OC(C)=O)[C@H](O1)COC(C)=O)=O N-i-Propyl-3-(2,3,4,6-tetra-O-acetyl-α-D-glucopyranosyl)propioamide